CC1(OC2=C(O1)C=CC(=C2)C[C@@H](CN)N(C)C)C (S)-3-(2,2-dimethylbenzo[d][1,3]dioxol-5-yl)-N2,N2-dimethylpropane-1,2-diamine